allyl-(ethoxy)dihexyl-silane C(C=C)[Si](CCCCCC)(CCCCCC)OCC